1,1'-(hexane-1,6-diyl)bis(1-methylpiperidin-1-ium) C(CCCCC[N+]1(CCCCC1)C)[N+]1(CCCCC1)C